COC1=C(C=C(C=C1)OC1=CC=C(C=C1)C(F)(F)F)NC(=O)C1N(C(N(C1)C)=O)C N-(2-Methoxy-5-(4-(trifluoromethyl)phenoxy)phenyl)-1,3-dimethyl-2-oxo-imidazolidine-4-carboxamide